Ethyl 3-(3-(2-(2-(5-((4-bromo-6-fluoro-1H-indol-5-yl)oxy)-2-fluorophenyl)-1H-imidazol-5-yl)-5-(((4-nitrophenoxy)carbonyl)oxy)pentan-2-yl)phenyl)propanoate BrC1=C2C=CNC2=CC(=C1OC=1C=CC(=C(C1)C=1NC(=CN1)C(C)(CCCOC(=O)OC1=CC=C(C=C1)[N+](=O)[O-])C=1C=C(C=CC1)CCC(=O)OCC)F)F